quinoline-2-carbaldehyde N1=C(C=CC2=CC=CC=C12)C=O